1,2-bis(2-methyl-5-phenyl-3-thienyl)-perfluorocyclopentene CC=1SC(=CC1C1=C(C(C(C1(F)F)(F)F)(F)F)C1=C(SC(=C1)C1=CC=CC=C1)C)C1=CC=CC=C1